ClC1=NC=C(C(=N1)C1=NC=CN=C1)C 2-chloro-5-methyl-4-(pyrazin-2-yl)pyrimidine